3-bromo-6-((2-cyclopropyl-2-oxoethyl)amino)-1,7-dimethylquinolin-4(1H)-one BrC1=CN(C2=CC(=C(C=C2C1=O)NCC(=O)C1CC1)C)C